4-methyl-4-(methylsulfonyl)cyclohexan-1-amine hydrochloride Cl.CC1(CCC(CC1)N)S(=O)(=O)C